methyl trans-4-[8-fluoro-5-(4-fluoro-3-methoxy-phenyl)-6-(4-hydroxytetrahydropyran-4-yl)-1H-pyrrolo[2,3-f]indazol-7-yl]cyclohexanecarboxylate FC=1C2=C(C=C3C=NNC13)N(C(=C2[C@@H]2CC[C@H](CC2)C(=O)OC)C2(CCOCC2)O)C2=CC(=C(C=C2)F)OC